1-chloro-1,2,3,3,3-pentafluoropropene ClC(=C(C(F)(F)F)F)F